Tert-butyl (R)-(1-(2-chloro-3-nitropyridine-4-yl)piperidine-3-yl)carbamate ClC1=NC=CC(=C1[N+](=O)[O-])N1C[C@@H](CCC1)NC(OC(C)(C)C)=O